3-amino-N-methyl-2-(1,2,3,4-tetrahydro-quinoline-4-carbonyl)-6,7-dihydro-2H-pyrazolo[4,3-c]pyridine-5(4H)-carboxamide NC=1N(N=C2C1CN(CC2)C(=O)NC)C(=O)C2CCNC1=CC=CC=C21